bis-(4-amino-3-methyl-cyclohexyl)-methane NC1C(CC(CC1)CC1CC(C(CC1)N)C)C